ClC1=CC=C(C(=N1)C(=O)O)N[C@H](C)C1=C2N=C(C(=NC2=CC(=C1)C)C#N)N1CC=2N(CC1)C=NC2 (R)-6-chloro-3-((1-(2-cyano-3-(5,6-dihydroimidazo[1,5-a]pyrazin-7(8H)-yl)-7-methylquinoxalin-5-yl)ethyl)amino)picolinic acid